bis(2,5-dioxopyrrolidin-1-yl) isophthalate C(C1=CC(C(=O)ON2C(CCC2=O)=O)=CC=C1)(=O)ON1C(CCC1=O)=O